(R)-N-(1-(3-chloro-4-fluorophenyl)ethyl)-4-(5-methyl-2-((1-methyl-1H-pyrazol-5-yl)amino)pyrimidin-4-yl)oxazole-2-carboxamide ClC=1C=C(C=CC1F)[C@@H](C)NC(=O)C=1OC=C(N1)C1=NC(=NC=C1C)NC1=CC=NN1C